C(C)(C)(C)C1(CC(=CC(=C1O)C(C)(C)C)C1=CC=CC=C1)C 2,6-di-t-butyl-p-phenylcresol